7-bromo-4-methyl-1H-indole-3-carbonitrile BrC=1C=CC(=C2C(=CNC12)C#N)C